OC[C@@]1(NCCC1)C (R)-2-(hydroxymethyl)-2-methylpyrrolidine